C(C)(SCCBr)=O S-(2-bromoethyl) ethanethioate